1-cyclopentyl-N-{[3-(4-{[(3S,4R)-3-fluoro-1-methylpiperidin-4-yl]amino}-1-(2,2,2-trifluoroethyl)-1H-indol-2-yl)-1,2,4-oxadiazol-5-yl]methyl}-1H-pyrazole-4-carboxamide C1(CCCC1)N1N=CC(=C1)C(=O)NCC1=NC(=NO1)C=1N(C2=CC=CC(=C2C1)N[C@H]1[C@H](CN(CC1)C)F)CC(F)(F)F